3-(3-(4-methylpiperazine-1-carbonyl)pyrazolo[1,5-a]pyridin-5-yl)-N-(1-(piperidin-4-yl)-1H-pyrazol-4-yl)-1H-pyrrolo[2,3-b]pyridine-5-carboxamide CN1CCN(CC1)C(=O)C=1C=NN2C1C=C(C=C2)C2=CNC1=NC=C(C=C12)C(=O)NC=1C=NN(C1)C1CCNCC1